CC1(OB(OC1(C)C)C=1C=C(C(=CC1)C)C1=CC=CC=C1)C 4,4,5,5-tetramethyl-2-(6-methyl-[1,1'-biphenyl]-3-yl)-1,3,2-dioxaborolane